(4-{6-methyl-4-[(1-methylcyclopropyl)amino]furo[2,3-d]pyrimidine-5-carbonyl}-1,4-diazepan-1-yl)ethan-1-one CC1=C(C2=C(N=CN=C2NC2(CC2)C)O1)C(=O)N1CCN(CCC1)C(C)=O